5-chloro-N-[(1r,3r)-3-(4-cyano-3,5-dimethylphenoxy)-2,2,4,4-tetramethylcyclobutyl]pyrazine-2-carboxamide ClC=1N=CC(=NC1)C(=O)NC1C(C(C1(C)C)OC1=CC(=C(C(=C1)C)C#N)C)(C)C